(S)-N-(3,4-dihydroisoquinolin-2(1H)-yl-2-hydroxypropyl)-6-(piperidin-4-ylamino)pyrimidine-4-carboxamide C1N(CCC2=CC=CC=C12)C[C@H](CNC(=O)C1=NC=NC(=C1)NC1CCNCC1)O